OCC1CC(CCC1)/C=C/C(=O)OCC1=CC=CC=C1 (Phenylmethyl) (E)-3-[3-(hydroxymethyl)cyclohexyl]-2-propenoate